2-(4-(5-chloro-2-(4-chloro-1H-1,2,3-Triazol-1-yl)phenyl)-5-methoxy-2-oxopyridin-1(2H)-yl)-N-(3-(difluoromethyl)-4-(Dimethylphosphoryl)phenyl)-3-phenylpropanamide ClC=1C=CC(=C(C1)C1=CC(N(C=C1OC)C(C(=O)NC1=CC(=C(C=C1)P(=O)(C)C)C(F)F)CC1=CC=CC=C1)=O)N1N=NC(=C1)Cl